COCC1=C2C(=NC3=C1C=1N=CNC(C1S3)=O)CC(OC2)(C)C 11-(Methoxymethyl)-8,8-dimethyl-7,10-dihydro-8H-pyrano[3'',4'':5',6']pyrido[3',2':4,5]thieno[3,2-d]pyrimidin-4(3H)-one